(1R,3S,5R)-2-(2-(3-acetyl-5-(2-methylpyrimidin-5-yl)-1H-indazol-1-yl)acetyl)-N-(6-bromo-3-(difluoromethyl)-4-methylpyridin-2-yl)-5-methyl-2-azabicyclo[3.1.0]hexane-3-carboxamide C(C)(=O)C1=NN(C2=CC=C(C=C12)C=1C=NC(=NC1)C)CC(=O)N1[C@@H]2C[C@@]2(C[C@H]1C(=O)NC1=NC(=CC(=C1C(F)F)C)Br)C